4-bromo-2-{[1,1-difluoropropan-2-yl]oxy}benzonitrile BrC1=CC(=C(C#N)C=C1)OC(C(F)F)C